CSC1=NSC(=N1)NC(=O)N1CCC12CN(CCC2)C=2C1=C(N=CN2)N(C=C1)S(=O)(=O)CC1=CC=CC=C1 N-(3-(methylthio)-1,2,4-thiadiazol-5-yl)-6-(7-toluenesulfonyl-7H-pyrrolo[2,3-d]Pyrimidin-4-yl)-1,6-diazaspiro[3.5]nonane-1-carboxamide